7-(4-chlorophenyl)-8-(2-chloropyridin-3-yl)-3-[[2-(trimethylsilyl)ethoxy]methyl]-1H-purine-2,6-dione ClC1=CC=C(C=C1)N1C(=NC=2N(C(NC(C12)=O)=O)COCC[Si](C)(C)C)C=1C(=NC=CC1)Cl